CN1N=CC(=C1C#N)S(=O)(=O)N1C(CC(CC1([2H])[2H])C=1C(=CC=2N(C1)N=CN2)C)([2H])[2H] 1-methyl-4-((4-(7-methyl-[1,2,4]triazolo[1,5-a]pyridin-6-yl)piperidin-1-yl-2,2,6,6-d4)sulfonyl)-1H-pyrazole-5-carbonitrile